2-methoxyethyl 4-(((3S,4S)-4-butyryl-4-methylpiperidin-3-yl)amino)-1H-pyrrolo[2,3-b]pyridine-5-carboxylate C(CCC)(=O)[C@@]1([C@@H](CNCC1)NC1=C2C(=NC=C1C(=O)OCCOC)NC=C2)C